C(C1=CC=CC=C1)C1(C[C@@H]2[C@@H](CN(C2)CC(=O)C2=CC=C(C=C2)O)C1)O 2-((3aR,5r,6aS)-5-benzyl-5-hydroxyhexahydrocyclopenta[c]pyrrol-2(1H)-yl)-1-(4-hydroxyphenyl)ethanone